O.[O-][Os](=O)(=O)[O-] dioxido(dioxo)osmium hydrate